4-cyclopentyl-cyclohexanol C1(CCCC1)C1CCC(CC1)O